C[Sn](C=1SC(=C2OCCOC21)[Sn](C)(C)C)(C)C 5,7-bis-trimethylstannyl-2,3-dihydro-thieno[3,4-b][1,4]Dioxin